O1COC2=C1C=CC(=C2)N(C(=O)C=2C=C(C=CC2)N2N=C(C=1CN(CCC12)S(=O)(=O)C=1C(=NNC1C)C(=O)O)C(F)(F)F)C 4-[[1-[3-[1,3-benzodioxol-5-yl(methyl)carbamoyl]phenyl]-3-(trifluoromethyl)-6,7-dihydro-4H-pyrazolo[4,3-c]pyridin-5-yl]sulfonyl]-5-methyl-1H-pyrazole-3-carboxylic acid